{3-[5-(2-chloropyrimidin-4-yl)-2-methyl-1,3-thiazol-4-yl]-2-fluorophenyl}propane-1-sulfonamide ClC1=NC=CC(=N1)C1=C(N=C(S1)C)C=1C(=C(C=CC1)C(CC)S(=O)(=O)N)F